N-(4-bromobenzyl)-O-(tetrahydro-2H-pyran-2-yl)hydroxylamine BrC1=CC=C(CNOC2OCCCC2)C=C1